4-[(2S)-2-(dimethylamino)-3-[(3R)-3-(5-methylpyrimidin-2-yl)-3-[1-(trifluoromethyl)cyclopropyl]propanamido]propyl]-2-fluorobenzamide CN([C@@H](CC1=CC(=C(C(=O)N)C=C1)F)CNC(C[C@H](C1(CC1)C(F)(F)F)C1=NC=C(C=N1)C)=O)C